tert-butyl ((1-(cis-3-(benzyloxy)cyclobutyl)-5-(dimethylcarbamoyl)-1H-pyrazol-3-yl)methyl)carbamate C(C1=CC=CC=C1)O[C@H]1C[C@H](C1)N1N=C(C=C1C(N(C)C)=O)CNC(OC(C)(C)C)=O